7-methoxy-2-hydroxynaphthalene-1,4-dione COC1=CC=C2C(C=C(C(C2=C1)=O)O)=O